C(C1=CC=CC=C1)(=O)O[C@H]1[C@H](O[C@@H]([C@@H]([C@@H]1OC(C1=CC=CC=C1)=O)OC(C1=CC=CC=C1)=O)/C=N/[S@](=O)C(C)(C)C)SCC(C=C)O[Si](C)(C)C(C)(C)C (2R,3R,4S,5S,6R)-2-((2-((tert-butyldimethylsilyl)oxy)but-3-en-1-yl)thio)-6-((E)-(((R)-tert-butylsulfinyl)imino)methyl)tetrahydro-2H-pyran-3,4,5-triyl tribenzoate